ClC=1C(=NC(=NC1)N1CCN(CC1)C(CN(C)C)=O)N[C@H](C)C1=C(C=C(C=C1)Cl)Cl (R)-1-(4-(5-chloro-4-((1-(2,4-dichlorophenyl)ethyl)amino)pyrimidin-2-yl)piperazin-1-yl)-2-(dimethylamino)ethan-1-one